CC1(OC2=C(N(C1=O)C)C=C(C=C2C=2C1=C(C(N(C2)C)=O)NC=C1)S(=O)(=O)C)C 2,2,4-trimethyl-8-(6-methyl-7-oxo-6,7-dihydro-1H-pyrrolo[2,3-c]pyridin-4-yl)-6-(methylsulfonyl)-2H-1,4-benzoxazin-3(4H)-one